4-methyl-4-(methylamino)piperidin CC1(CCNCC1)NC